ClC1=C(C(=CC=2C3(C4=CC(=C(C(=C4OC12)Cl)O)OC)OC(C1=C3C=C(C=C1)C(=O)O)=O)OC)O 4',5'-dichloro-3',6'-dihydroxy-2',7'-dimethoxy-1-oxospiro[2-benzofuran-3,9'-xanthene]-5-carboxylic acid